NC1=C(C=CC=C1)[C@@H]1[C@H](OC2(O1)CCCC2)CO ((2R,3R)-3-(2-aminophenyl)-1,4-dioxaspiro[4.4]non-2-yl)methanol